2-(di-tert-butylphosphino)-3-methoxy-6-methyl-2',4',6'-tri-isopropyl-1,1'-biphenyl C(C)(C)(C)P(C1=C(C(=CC=C1OC)C)C1=C(C=C(C=C1C(C)C)C(C)C)C(C)C)C(C)(C)C